Trimethoxybenzylidenpentandion COC(CC(C(C=CC1=CC=CC=C1)=O)=O)(OC)OC